[N+](=O)([O-])CC1(COC1)CC(=O)OCC 1-Ethyl 2-[3-(nitromethyl)oxetan-3-yl]acetate